C(C)C1=CNC(=C1)C1=CC(=C(C=C1)C(F)(F)F)I 3-ethyl-5-(3-iodo-4-(trifluoromethyl)phenyl)-1H-pyrrole